Ethyl 2-(5-((14-azido-3,6,9,12-tetraoxatetradecyl)amino)-2-oxopyridin-1(2H)-yl)acetate N(=[N+]=[N-])CCOCCOCCOCCOCCNC=1C=CC(N(C1)CC(=O)OCC)=O